C1(C(C(C=C1)=O)=O)=O 4-cyclopentene-1,2,3-trione